3-(allyloxy)-5-methyl-5-((triethylsilyl)methyl)benzo[4,5]imidazo[2,1-a]isoquinolin-6(5H)-one C(C=C)OC1=CC=2C(C(N3C(C2C=C1)=NC1=C3C=CC=C1)=O)(C[Si](CC)(CC)CC)C